N-(2-CHLORO-7-((2R,3S,4R,5R)-3-FLUORO-4-HYDROXY-5-(HYDROXYMETHYL)TETRAHYDROFURAN-2-YL)-7H-PYRROLO[2,3-D]PYRIMIDIN-4-YL)-2-PROPYLPENTANAMIDE ClC=1N=C(C2=C(N1)N(C=C2)[C@@H]2O[C@@H]([C@H]([C@@H]2F)O)CO)NC(C(CCC)CCC)=O